C(C)(C)OC(=O)NC1=CC=C2C(=N1)C(=C(N2)CC)C2=CCN1CCCC1C2 5-isopropoxycarbonylamino-3-(1,2,3,4,5,8-hexahydroindolizin-7-yl)-2-ethylpyrrolo[3,2-b]pyridine